((1r,2s,3s,4s)-3-(4-chloro-2-fluoro-6-(trimethylsilyl)phenyl)bicyclo[2.2.1]heptane-2-yl)trimethylsilane ClC1=CC(=C(C(=C1)[Si](C)(C)C)[C@H]1[C@H]([C@@H]2CC[C@H]1C2)[Si](C)(C)C)F